6-fluoro-7-(2-fluoro-6-hydroxyphenyl)-1-(2-isopropyl-4-methylpyridin-3-yl)-4-((S)-2-methyl-4-(2,3,5,6-tetrafluoro-4-(methylthio)phenyl)piperazin-1-yl)pyrido[2,3-d]pyrimidin-2(1H)-one FC1=CC2=C(N(C(N=C2N2[C@H](CN(CC2)C2=C(C(=C(C(=C2F)F)SC)F)F)C)=O)C=2C(=NC=CC2C)C(C)C)N=C1C1=C(C=CC=C1O)F